(E)-4-(3-(2,4-Dimethoxyphenyl)-3-oxoprop-1-en-1-yl)benzoic acid COC1=C(C=CC(=C1)OC)C(/C=C/C1=CC=C(C(=O)O)C=C1)=O